C(C)(C)(C)OC(=O)N1C[C@@H](CC1)OC=1C(=NC=2N(C1C)N=C(N2)C)C (R)-3-((2,5,7-trimethyl-[1,2,4]triazolo[1,5-a]pyrimidin-6-yl)oxy)pyrrolidine-1-carboxylic acid tert-butyl ester